C(OC1=CC=C(C=C1)[N+](=O)[O-])(O[C@H]1C[C@H](CC1)C1=NNC(=C1)NC=1C=C2CNC(C2=CC1)=O)=O 4-nitrophenyl (1R,3S)-3-{5-[(1-oxo-2,3-dihydro-1H-isoindol-5-yl)amino]-1H-pyrazol-3-yl}cyclopentyl carbonate